ClC1=C(C=CC(=C1)OCC=1C(=NOC1C1CC1)C1=C(C=C(C=C1Cl)F)Cl)C1(CN(C1)C1=NC=C(C(=O)NCC(=O)OC)C=C1F)O methyl (6-(3-(2-chloro-4-((5-cyclopropyl-3-(2,6-dichloro-4-fluorophenyl)isoxazol-4-yl)methoxy)phenyl)-3-hydroxyazetidin-1-yl)-5-fluoronicotinoyl)glycinate